palladium-sodium [Na].[Pd]